9-hydroxy-[1-nonanal] OCCCCCCCCC=O